C(C)(=O)N1CCC(CC1)N(C(OC(C)(C)C)=O)CC=1C=CC(=NC1OC)C1=C(C(=NC=C1)C1=C(C(=CC=C1)C1=NC(=C(C=C1)C=O)OC)Cl)Cl tert-butyl (1-acetylpiperidin-4-yl)((3'-chloro-2'-(2-chloro-3-(5-formyl-6-methoxypyridin-2-yl)phenyl)-6-methoxy-[2,4'-bipyridin]-5-yl)methyl)carbamate